4-((3S,4R)-1-acryloyl-4-fluoropiperidin-3-ylamino)-2-(1-(2,2-difluoroethyl)-1H-pyrazol-4-ylamino)-7H-pyrrolo[2,3-d]pyrimidine-5-carbonitrile C(C=C)(=O)N1C[C@@H]([C@@H](CC1)F)NC=1C2=C(N=C(N1)NC=1C=NN(C1)CC(F)F)NC=C2C#N